1-(4-((2-(2,3-dihydrobenzo[b][1,4]dioxin-6-yl)pyrrolidin-1-yl)methyl)phenyl)piperidin-2-one O1C2=C(OCC1)C=C(C=C2)C2N(CCC2)CC2=CC=C(C=C2)N2C(CCCC2)=O